2'-chloro-6'-(6-fluoro-5-methoxy-1H-1,3-benzodiazol-2-yl)-2-(5-oxo-4,5-dihydro-1,3,4-oxadiazol-2-yl)-N-[(1R)-1-phenylbutyl]-[1,1'-biphenyl]-4-carboxamide ClC1=C(C(=CC=C1)C1=NC2=C(N1)C=C(C(=C2)OC)F)C2=C(C=C(C=C2)C(=O)N[C@H](CCC)C2=CC=CC=C2)C=2OC(NN2)=O